(R)-N-(1-(2-methyl-2H-tetrazol-5-yl)ethyl)-5-(4-(trifluoromethyl)phenyl)-2-naphthamide CN1N=C(N=N1)[C@@H](C)NC(=O)C1=CC2=CC=CC(=C2C=C1)C1=CC=C(C=C1)C(F)(F)F